FC1=C(C=C(C(=C1)C)F)NS(=O)(=O)C1=CNC(=C1)C1=C(C=CC=C1)F N-(2,5-difluoro-4-methyl-phenyl)-5-(2-fluorophenyl)-1H-pyrrole-3-sulfonamide